FC(CNC(=O)C1=NC=C(C=C1)O[C@H]1CN(CC1)CC=1C=NC=2C=C(C(NC2C1)=O)C)F N-(2,2-difluoroethyl)-5-{[(3R)-1-[(7-methyl-6-oxo-5H-1,5-naphthyridin-3-yl)methyl]pyrrolidin-3-yl]oxy}pyridine-2-carboxamide